3-[(2-imino-4-methyl-2,3-dihydro-1,3-oxazol-3-yl)methyl]Benzene-1,2-diamine N=C1OC=C(N1CC1=C(C(=CC=C1)N)N)C